1,4-dipropyldicyanobenzene C(CC)C1=C(C(=C(C=C1)CCC)C#N)C#N